CN1C(=C(C2=CC(=CC=C12)C(=O)NCCN1CCCC1)C)C 1,2,3-Trimethyl-N-(2-(pyrrolidin-1-yl)ethyl)-1H-indole-5-carboxamide